ClC=1C(=NC(=NC1)N[C@H]1CN(CC1)C(=O)C1=CC=C(C=C1)NC(C=C)=O)NC (R)-N-(4-(3-((5-chloro-4-(methylamino)pyrimidin-2-yl)amino)pyrrolidine-1-carbonyl)phenyl)acrylamide